5-chloro-N-(2,4-difluoro-3-(8-methyl-2-(methylsulfanyl)-5-oxopyrido[4,3-d]pyrimidin-6(5H)-yl)phenyl)-2-methoxypyridine-3-sulfonamide ClC=1C=C(C(=NC1)OC)S(=O)(=O)NC1=C(C(=C(C=C1)F)N1C(C2=C(N=C(N=C2)SC)C(=C1)C)=O)F